BrC=1C=C(C=NC1)C(=O)NC1=C(C=C(C=C1)F)S(=O)(=O)C 5-bromo-N-(4-fluoro-2-methanesulfonylphenyl)pyridine-3-carboxamide